ethyl 8-methoxy-9-(5-oxo-4,5-dihydro-1,3,4-oxadiazol-2-yl)-1-(2,2,2-trifluoroethyl)-5,6-dihydropyrrolo[2,1-a]isoquinoline-3-carboxylate COC=1C=C2CCN3C(C2=CC1C=1OC(NN1)=O)=C(C=C3C(=O)OCC)CC(F)(F)F